S(=O)(=O)(OC1=CC=C(C=C1)S(=O)(=O)C)Cl 4-Methylsulfonylphenyl chlorosulfate